C(CC)(=O)[O-] PROPIONATE